[(1R)-1-[[(2S)-3-oxazol-5-yl-2-(pyrazine-2-carbonylamino)propanoyl]amino]-4-phenyl-butyl]boronic acid O1C=NC=C1C[C@@H](C(=O)N[C@@H](CCCC1=CC=CC=C1)B(O)O)NC(=O)C1=NC=CN=C1